(S)-2-((6-((4-acetyl-2-fluorobenzyl)oxy)-3',6'-dihydro-[2,4'-bipyridin]-1'(2'H)-yl)methyl)-1-(oxetan-2-ylmethyl)-1H-benzo[d]imidazole-6-carboxylic acid methyl ester COC(=O)C=1C=CC2=C(N(C(=N2)CN2CCC(=CC2)C2=NC(=CC=C2)OCC2=C(C=C(C=C2)C(C)=O)F)C[C@H]2OCC2)C1